(1S,3aR,4S,7R,7aS)-2-(O-cyclopropyl-L-threonyl)-2,3,3a,4,7,7a-hexahydro-1H-4,7-methanoisoindole-1-carboxylic acid C1(CC1)O[C@@H]([C@H](N)C(=O)N1[C@@H]([C@H]2[C@H]3C=C[C@@H]([C@H]2C1)C3)C(=O)O)C